NC1=C(C=C(C=N1)NC(C(=O)N1[C@@H](CC[C@H](C1)C)C=1C=CC2=C(N=C(S2)CCN(C)C)C1)=O)C1CC1 N-(6-amino-5-cyclopropyl-3-pyridyl)-2-[(2S,5R)-2-[2-[2-(dimethylamino)ethyl]-1,3-benzothiazol-5-yl]-5-methyl-1-piperidyl]-2-oxo-acetamide